O=C(/C(=C/C(=O)OC1CCC1)/C1=CC=CC=C1)NC1=CC=CC=C1 Cyclobutyl (E)-4-oxo-3-phenyl-4-(phenylamino)but-2-enoate